N-methyl-5-oxopyrrolidine-2-carboxamide CNC(=O)C1NC(CC1)=O